4-cyclopentyl-1-[4-(phenylthio)phenyl]-1,2-butanedione 2-(O-benzoyl oxime) C(C1=CC=CC=C1)(=O)ON=C(C(=O)C1=CC=C(C=C1)SC1=CC=CC=C1)CCC1CCCC1